3'-oxo-3'H-spiro[benzo[a]xanthene-12,1'-isobenzofuran]-9-yl trifluoromethane-sulfonate FC(S(=O)(=O)OC=1C=C2OC3=CC=C4C(=C3C3(OC(C5=CC=CC=C35)=O)C2=CC1)C=CC=C4)(F)F